C1=CC=CC=2C3=CC=CC=C3C(C12)COC(=O)N[C@](C(=O)O)(CC1=CC(=CC=C1)I)C (2S)-2-(9H-fluoren-9-ylmethoxycarbonylamino)-3-(3-iodophenyl)-2-methylpropanoic acid